(1S,2R)-2-(((2-(4'-Fluoro-2'-(4-methyl-4H-1,2,4-triazol-3-yl)-[1,1'-biphenyl]-3-yl)-[1,2,4]triazolo[1,5-a]pyridin-6-yl)methyl)amino)cyclopentan-1-ol FC1=CC(=C(C=C1)C1=CC(=CC=C1)C1=NN2C(C=CC(=C2)CN[C@H]2[C@H](CCC2)O)=N1)C1=NN=CN1C